3,3-difluoro-5-nitroindolin-2-one FC1(C(NC2=CC=C(C=C12)[N+](=O)[O-])=O)F